C(C)(C)(C)NS(=O)(=O)C1=CC(=CC=C1)NC1=NC(=NC=C1C)NC1=CC=C(C=C1)OCCN1CCN(CC1)CC1=CC(=CC=C1)C1C(NC(CC1)=O)=O N-(tert-butyl)-3-((2-((4-(2-(4-(3-(2,6-dioxopiperidin-3-yl)benzyl)piperazin-1-yl)ethoxy)phenyl)amino)-5-methylpyrimidin-4-yl)amino)benzenesulfonamide